(3R,4R)-1-(2-Methyl-cyclopentyl)-4-{[5-(2,4,6-trifluoro-phenyl)-isoxazole-3-carbonyl]-amino}-piperidine-3-carboxylic acid ((R)-1-pyridin-2-yl-ethyl)-amide N1=C(C=CC=C1)[C@@H](C)NC(=O)[C@@H]1CN(CC[C@H]1NC(=O)C1=NOC(=C1)C1=C(C=C(C=C1F)F)F)C1C(CCC1)C